CS(=O)(=O)C=1C=CC2=C(N=C(O2)C2=CC=C(CNC(C3=CN=CC=C3)=O)C=C2)C1 N-(4-(5-(methylsulfonyl)benzo[d]oxazol-2-yl)benzyl)nicotinamide